O(C1=CC=CC=C1)C1=CC=C(C=C1)C1=NN(C2=NC=NC(=C21)N)C2CCNCC2 3-(4-phenoxyphenyl)-1-(piperidin-4-yl)-1H-pyrazolo[3,4-d]pyrimidin-4-amine